NCCC1=CC=C(C=C1)NC(C1=CC=C(C=C1)C=1CNCC1)=O N-[4-(2-amino-ethyl)-phenyl]-4-(2,5-dihydro-1H-pyrrol-3-yl)-benzamide